2-[2-(2,6-dioxo-3-piperidyl)-1-oxo-isoindolin-5-yl]acetonitrile O=C1NC(CCC1N1C(C2=CC=C(C=C2C1)CC#N)=O)=O